1-(2,7-dimethyloctahydronaphthalen-4a(2H)-yl)ethan-1-one CC1CC2CC(CCC2(CC1)C(C)=O)C